Cl.Cl.NCCCCCCN1CCN(CC1)C=1C=C2CN(C(C2=CC1)=O)C1C(NC(CC1)=O)=O 3-(5-(4-(6-aminohexyl)piperazin-1-yl)-1-oxoisoindolin-2-yl)piperidine-2,6-dione bis-hydrochloride